ClC=1C(=C(C=CC1OC=1C=CC2=CN(N=C2C1)C)NC=1C2=C(N=CN1)C=CC(=N2)OC2CCN(CC2)C(=O)OC(C)(C)C)F tert-butyl 4-((4-((3-chloro-2-fluoro-4-((2-methyl-2H-indazol-6-yl)oxy)phenyl)amino)pyrido[3,2-d]pyrimidin-6-yl)oxy)piperidine-1-carboxylate